3-dodecyl-octadecyl-imidazole bromide salt [Br-].C(CCCCCCCCCCC)C(CCC=1NC=CN1)CCCCCCCCCCCCCCC